C1(CCCCC1)NC=1C2=C(N=CC1C#CCC1=CC=C(C=C1)OC)NC=C2 N-cyclohexyl-5-(3-(4-methoxyphenyl)prop-1-yn-1-yl)-1H-pyrrolo[2,3-b]pyridin-4-amine